C(CCCCCCCCCC)(=O)OC(CO)CO 1,3-dihydroxypropan-2-yl undecanoate